C(C)N1CCN(CC1)C1=C(C=C(C=C1)NC1=NC=C(C(=N1)NC1=CC=C2C=NNC2=C1)C)OC N2-(4-(4-ethylpiperazin-1-yl)-3-methoxyphenyl)-N4-(1H-indazol-6-yl)-5-methylpyrimidine-2,4-diamine